C(C)(C)(C)C1N(S(OC1)(=O)=O)C(=O)O.O=S1(OCCN1C(=O)OC(C)(C)C)=O tert-butyl 2,2-dioxooxathiazolidine-3-carboxylate (tert-butyl 2,2-dioxooxathiazolidine-3-carboxylate)